7-(4-cyclopropyl-6-methoxypyrimidin-5-yl)-1-({4-[1-methyl-4-(trifluoromethyl)imidazol-2-yl]phenyl}methyl)pyrido[3,4-b]pyrazin-2-one C1(CC1)C1=NC=NC(=C1C1=CC2=C(N=CC(N2CC2=CC=C(C=C2)C=2N(C=C(N2)C(F)(F)F)C)=O)C=N1)OC